N[C@H](C(=O)NCC1=C(C(=CC=C1)Cl)F)[C@@H](C)O (2S,3R)-2-amino-N-(3-chloro-2-fluorobenzyl)-3-hydroxybutyramide